((4-hydroxypiperidin-1-yl)methyl)-3-methyl-5-(2-methyl-4-(6-(trifluoromethyl)-quinazolin-2-yl)phenyl)-6,7-dihydropyrazolo[1,5-a]pyrazin-4(5H)-one OC1CCN(CC1)CC1=NN2C(C(N(CC2)C2=C(C=C(C=C2)C2=NC3=CC=C(C=C3C=N2)C(F)(F)F)C)=O)=C1C